BrC=1C=C(N2N=CN=C(C21)N)C2CCN(CC2)S(=O)(=O)C 5-bromo-7-[1-(methylsulfonyl)piperidin-4-yl]Pyrrolo[2,1-f][1,2,4]Triazine-4-amine